ClC1=C(C(=CC=C1Cl)OCC=C)C(C=1C=CC(=NC1)NC(OC(C)(C)C)=O)O tert-butyl (5-[[2,3-dichloro-6-(prop-2-en-1-yloxy)phenyl](hydroxy)methyl]pyridin-2-yl)carbamate